cyclopent-yl ethylcarbamate C(C)NC(OC1CCCC1)=O